((1S,2S,3S,5R)-3-((R)-2-cyclopentyl-2-hydroxyacetamido)-6,6-dimethylbicyclo[3.1.1]heptan-2-yl)hept-5-enoic acid C1(CCCC1)[C@H](C(=O)N[C@@H]1[C@@H]([C@H]2C([C@@H](C1)C2)(C)C)C(C(=O)O)CCC=CC)O